ClC=1C=NN(C1)C1=C(C(=NN(C1=O)C1=C(C=C(C#N)C=C1C)C)CC)O 4-[5-(4-chloro-1H-pyrazol-1-yl)-3-ethyl-4-hydroxy-6-oxopyridazin-1(6H)-yl]-3,5-dimethylbenzonitrile